N-((6-methyl-5-(pyrazolo[1,5-a]pyridin-5-yl)-2,3-dihydro-1H-inden-4-yl)carbamoyl)-6,7-dihydro-4H-pyrazolo[5,1-c][1,4]oxazine-2-sulfonamide CC1=C(C(=C2CCCC2=C1)NC(=O)NS(=O)(=O)C1=NN2C(COCC2)=C1)C1=CC=2N(C=C1)N=CC2